glycerin sodium sulfate S(=O)(=O)([O-])[O-].[Na+].OCC(O)CO.[Na+]